2-(chlorotetrafluoro-λ6-sulfanyl)pyridine ClS(C1=NC=CC=C1)(F)(F)(F)F